N-(4-((2S,4R)-4-Amino-2-(hydroxymethyl)pyrrolidin-1-yl)-2-(2-cyanophenyl)-1-methyl-1H-benzo[d]imidazol-5-yl)-2-(2,6-difluorophenyl)pyrimidine-4-carboxamide N[C@@H]1C[C@H](N(C1)C1=C(C=CC=2N(C(=NC21)C2=C(C=CC=C2)C#N)C)NC(=O)C2=NC(=NC=C2)C2=C(C=CC=C2F)F)CO